CC=1C=CC=C2CCN(C12)S(=O)(=O)C=1C=NC(=CC1C)N1C=NC(=C1)C 7-Methyl-1-[[4-methyl-6-(4-methylimidazol-1-yl)-3-pyridinyl]sulfonyl]indoline